FC1=C(C=C(C=C1C(F)(F)F)C1=NNC2=NC(=NC=C21)N2CCN(CC2)S(=O)(=O)C)O 2-fluoro-5-(6-(4-(methylsulfonyl)piperazin-1-yl)-1H-pyrazolo[3,4-d]pyrimidin-3-yl)-3-(trifluoromethyl)phenol